Nδ-benzyloxycarbonyl-L-ornithine C(C1=CC=CC=C1)OC(=O)NCCC[C@H](N)C(=O)O